C(C)(C)(C)OC(NS(NC1=CC=C(C=C1)CC1=NN(C(C2=CC(=C(C=C12)OC)OC)=O)C)(=O)=O)=O (N-(4-((6,7-dimethoxy-3-methyl-4-oxo-3,4-dihydro-phthalazin-1-yl)methyl)phenyl)sulfamoyl)carbamic acid tert-butyl ester